ClC=1C(=C(CN2[C@@H](C[C@@](CC2)(C(=O)O)CC2=NC(=CC(=C2F)C2(COC2)O)NC2=NNC(=C2)C)CC)C=CC1)F (2R,4R)-1-(3-chloro-2-fluorobenzyl)-2-ethyl-4-((3-fluoro-4-(3-hydroxyoxetan-3-yl)-6-((5-methyl-1H-pyrazol-3-yl)amino)pyridin-2-yl)methyl)piperidine-4-carboxylic acid